2-(1-(4-amino-3-(5-chlorothien-2-yl)-1H-pyrazolo[3,4-d]pyrimidin-1-yl)ethyl)-3-(3-fluorophenyl)-4H-chromen-4-one NC1=C2C(=NC=N1)N(N=C2C=2SC(=CC2)Cl)C(C)C=2OC1=CC=CC=C1C(C2C2=CC(=CC=C2)F)=O